1,5-diazabicyclo{4.3.0}non-5-ene N12CCCN=C2CCC1